P(O)OPO.C(C)(C)(C)C1=C(C=CC(=C1)C(C)(C)C)C1=C(C=2C3=CC=CC=C3C2C=C1)C1=C(C=C(C=C1)C(C)(C)C)C(C)(C)C bis(2,4-di-tert-butylphenyl)biphenylene diphosphonite